FC=1C=C(C=C(C1)F)C[C@@H](C(=O)OCCCCCCCCCCCCCCCCC)N[P@](=O)(OC1=CC=CC=C1)OC1=C(C(=C(C(=C1F)F)F)F)F heptadecyl (S)-3-(3,5-difluorophenyl)-2-(((S)-(perfluorophenoxy)(phenoxy)phosphoryl)amino)propanoate